1-methyl-N-(6-(5,6,7,8-tetrahydroimidazo[1,2-a]pyrazin-3-yl)isoquinolin-3-yl)piperidine-4-carboxamide CN1CCC(CC1)C(=O)NC=1N=CC2=CC=C(C=C2C1)C1=CN=C2N1CCNC2